methyl {[3-({5-[3-amino-2,6-dioxo-4-(trifluoromethyl)-3,6-dihydropyrimidin-1(2H)-yl]-2-chloro-4-fluorophenyl}sulfanyl)pyridin-2-yl]oxy}acetate NN1C(N(C(C=C1C(F)(F)F)=O)C=1C(=CC(=C(C1)SC=1C(=NC=CC1)OCC(=O)OC)Cl)F)=O